(S)-3-Fluoro-9-(5-fluoropyridin-3-yl-methyl)-2-((R)-3-methylmorpholin-4-yl)-8-trifluoromethyl-6,7,8,9-tetrahydro-pyrimido[1,2-a]-pyrimidin-4-one FC1=C(N=C2N(C1=O)CC[C@H](N2CC=2C=NC=C(C2)F)C(F)(F)F)N2[C@@H](COCC2)C